BrCC(=O)N1CCC(CC1)=O 1-(2-Bromoacetyl)piperidin-4-one